O[C@@]1([C@@H](CC[C@H](C1)C)C(C)C)C(=O)NCCC1=CC(=C(C(=C1)OC)O)OC (1s,2s,5r)-1-hydroxy-N-[2-(4-hydroxy-3,5-dimethoxy-phenyl)ethyl]-2-isopropyl-5-methyl-cyclohexanecarboxamide